ClC1=NC(=CC(=C1)C1CN(CC(N1S(=O)(=O)C)C)C(=O)OCCCC)C1=NC=NC(=C1)C(NC)=O butyl 3-(2-chloro-6-(6-(methylcarbamoyl)pyrimidin-4-yl)pyridin-4-yl)-5-methyl-4-(methylsulfonyl)piperazine-1-carboxylate